C1C(CC2=CC=CC=C12)C(C(=O)N[C@@H]([C@@H](O)C1=CC(=C(C=C1)OC)F)CN1CCCC1)(F)F 2-(2,3-dihydro-1H-inden-2-yl)-2,2-difluoro-N-((1s,2r)-1-(3-fluoro-4-methoxyphenyl)-1-hydroxy-3-(pyrrolidin-1-yl)propan-2-yl)acetamide